Cl.FC1=CC(=C(C=C1)CN)OC1CCOCC1 (4-fluoro-2-((tetrahydro-2H-pyran-4-yl)oxy)phenyl)methanamine HCl salt